dimethyl-pentanediol CC(C(O)(O)C)CCC